2-Chloro-6-(difluoromethyl)-5-fluoro-3-methoxypyridine ClC1=NC(=C(C=C1OC)F)C(F)F